O(C)CCC1=NC=CC=C1 2-(2-methoxyl-ethyl)pyridine